rac-N-{(2S,3R,4R)-4-fluoro-1-(2-hydroxy-2-methylpropanoyl)-4-methyl-2-[(2,3',5'-trifluoro[1,1'-biphenyl]-3-yl)methyl]-pyrrolidin-3-yl}ethanesulfonamide F[C@]1([C@@H]([C@@H](N(C1)C(C(C)(C)O)=O)CC=1C(=C(C=CC1)C1=CC(=CC(=C1)F)F)F)NS(=O)(=O)CC)C |r|